2-(3-(4-bromophenyl)-4-methyl-2-oxo-2,3-dihydro-1H-benzo[d]imidazol-1-yl)-N-(2,2,2-trifluoroethyl)acetamide BrC1=CC=C(C=C1)N1C(N(C2=C1C(=CC=C2)C)CC(=O)NCC(F)(F)F)=O